CS(=O)(=O)N1CCC2=CC=CC(=C12)[N+](=O)[O-] 1-(methylsulfonyl)-7-nitro-2,3-dihydro-1H-indole